n-butyl-2,2-dimethyl-3,4-epoxycyclohexylcarboxylate C(CCC)C1(C(C2C(CC1)O2)(C)C)C(=O)[O-]